FC1=C(CNC(=O)N2CCC3(N(C4=CC=C(C=C4C(C3)=O)F)CC)CC2)C=C(C(=C1)F)NCCOC N-(2,4-difluoro-5-((2-methoxyethyl)amino)benzyl)-1'-ethyl-6'-fluoro-4'-oxo-3',4'-dihydro-1'H-spiro[piperidine-4,2'-quinoline]-1-carboxamide